C(C)OC(C)=O.N1=C(C=CC2=CC=CC=C12)C1=NC2=CC=CC=C2C=C1 2,2'-biquinoline ethyl-acetate